N1N=CC2=CC(=CC=C12)CN(C=1OC=C(N1)C)CC1=CC(=CC=C1)OC N-((1H-indazol-5-yl)methyl)-N-(3-methoxybenzyl)-4-methyloxazol-2-amine